C1(CCCC1)C=1C(=C(C(=CC1C(=C)C)CCC)C(=C)C)C 3-cyclopentyl-methyl-6-n-propyl-1,4-diisopropenylbenzene